tert-Butyl N-[exo-8-(7-bromo-5-{[2-(trimethylsilyl)ethoxy] methyl}-5H-pyrrolo[2,3-b]pyrazin-3-yl)-8-azabicyclo[3.2.1]octan-3-yl]carbamate BrC1=CN(C2=NC(=CN=C21)N2C1CC(CC2CC1)NC(OC(C)(C)C)=O)COCC[Si](C)(C)C